C1=CC=CC1.[Ag] monosilver cyclopentadiene